O=C1NC(CCC1C1=NC(=CC(=C1)C1=CC=C(CNC(C2=NC=C(C=C2)C=2N=CC3=C(C=CC=C3C2)C2=CC3=C(N(C(N3C)=O)C)C(=C2)C(C)C)=O)C=C1)C)=O N-(4-(2-(2,6-Dioxopiperidin-3-yl)-6-methylpyridin-4-yl)benzyl)-5-(8-(7-isopropyl-1,3-dimethyl-2-oxo-2,3-dihydro-1H-benzo[d]imidazol-5-yl)isoquinolin-3-yl)picolinamide